C(CCCCCC/C=C/C(=O)O)CCCCCCO The molecule is an omega-hydroxy fatty acid that is trans-2-hexadecenoic acid in which one of the hydrogens of the terminal methyl group has been replaced by a hydroxy group. It is an alpha,beta-unsaturated monocarboxylic acid, an omega-hydroxy fatty acid, a long-chain fatty acid, a straight-chain fatty acid and a hydroxy monounsaturated fatty acid. It derives from an (E)-hexadec-2-enoic acid.